NC1=C(C=C(C=C1)N1CCN(C2(CC2)C1)C(=O)OC(C)(C)C)OC(F)F tert-butyl 7-(4-amino-3-(difluoromethoxy) phenyl)-4,7-diazaspiro[2.5]octane-4-carboxylate